ClC=1C=C(C(=C(C1)C1=NC=NN2C1=CC(=C2)CN2C(N(C=CC2=O)C)=O)C=2CCNCC2)C 3-((4-(5-chloro-3-methyl-2-(1,2,3,6-tetrahydropyridin-4-yl)phenyl)pyrrolo[2,1-f][1,2,4]triazin-6-yl)methyl)-1-methylpyrimidine-2,4(1H,3H)-dione